C/C=C\\1/CN([C@H]2CC3=C(C(=O)C[C@@H]1[C@@H]2C(=O)OC)NC4=CC=CC=C34)C The molecule is an indole alkaloid that is vobasan in which the bridgehead methyl group is substituted by a methoxycarbonyl group and an additional oxo substituent is present in the 3-position. It has a role as an antiviral agent. It is an indole alkaloid, a methyl ester, an organic heterotetracyclic compound, an aromatic ketone and a cyclic ketone. It derives from a hydride of a vobasan.